1-(3-chloro-4,5,6,7-tetrahydropyrazolo[1,5-a]pyridin-2-yl)-5-[methyl-2-propynylamino]-1H-pyrazole-4-carbonitrile ClC=1C(=NN2C1CCCC2)N2N=CC(=C2N(CC#C)C)C#N